(4S)-N-((R)-(4-chloro-2,5-difluorophenyl)(cyclopropyl)methyl)-4-fluoro-1-((5-(methylsulfonyl)-3-pyridinyl)carbonyl)-D-prolinamide ClC1=CC(=C(C=C1F)[C@H](NC([C@@H]1N(C[C@H](C1)F)C(=O)C=1C=NC=C(C1)S(=O)(=O)C)=O)C1CC1)F